2-((3R)-3-Amino-4,4-difluoro-1-piperidinyl)-1-(4-cyanobenzyl)-1H-benzimidazol-6-carbonitril N[C@@H]1CN(CCC1(F)F)C1=NC2=C(N1CC1=CC=C(C=C1)C#N)C=C(C=C2)C#N